BrCC[C@@H](C(=O)OC(C)(C)C)NC(=O)OC(C)(C)C tert-butyl (S)-4-bromo-2-((tert-butoxycarbonyl)amino)butanoate